C(#N)C=1C=C(C=CC1)N1N=NC(=C1)C(=O)NC[C@@H]1CN(CC1)C#N (R)-1-(3-cyanophenyl)-N-((1-cyanopyrrolidin-3-yl)methyl)-1H-1,2,3-triazole-4-carboxamide